7-((3,4-dimethylbenzyl)amino)-4-(4-Methoxybenzyl)thieno[3,2-b]pyridin-5(4H)-one CC=1C=C(CNC=2C3=C(N(C(C2)=O)CC2=CC=C(C=C2)OC)C=CS3)C=CC1C